C1=CC=C(C=C1)N(C(=O)N)F Fluorophenylurea